(β-mercapto)leucine SC([C@H](N)C(=O)O)C(C)C